CC(C)NC(=O)C1[C@H]2CN(C[C@@H]12)C(=O)C=1N=CN(C1)C(C)C (1r,5s,6r)-N-(propan-2-yl)-3-[1-(propan-2-yl)-1H-imidazole-4-carbonyl]-3-azabicyclo[3.1.0]hexane-6-carboxamide